1,4,5,6,7,10-decanehexacarboxylic acid C(CCC(C(C(C(CCCC(=O)O)C(=O)O)C(=O)O)C(=O)O)C(=O)O)C(=O)O